NC1=NC=CC=C1C1=NC=2C(=NC=CC2)N1C1=CC=C(CN2CCN(CC2)C(=O)C2=CC(=CC=3N=C(SC32)C#N)F)C=C1 7-(4-(4-(2-(2-aminopyridin-3-yl)-3H-imidazo[4,5-b]pyridin-3-yl)benzyl)piperazine-1-carbonyl)-5-fluorobenzo[d]thiazole-2-carbonitrile